C(CCCC)C1=C(C(=CC=C1)C1=CC=CC=C1)B(O)O pentyl-biphenyl-boronic acid